FC1=C(C(=O)C2=CC=C(C(=O)N3CCN(CC3)C(=O)C3=CC=NC=C3)C=C2)C(=CC=C1OC)O (4-(4-(2-fluoro-6-hydroxy-3-methoxybenzoyl)benzoyl)piperazin-1-yl)(pyridin-4-yl)methanone